2,3,4,3',4',5'-hexahydroxybenzophenone OC1=C(C(=O)C2=CC(=C(C(=C2)O)O)O)C=CC(=C1O)O